ClC=1C=CC2=C([C@@H](C[C@@H](O2)C(=O)NC23CC(C2)(C3)C=3NC(=CN3)[C@@H]3C[C@@H](C3)OC(F)(F)F)O)C1 (2R,4R)-6-chloro-4-hydroxy-N-(3-{5-[cis-3-(trifluoromethoxy)cyclobutyl]-1H-imidazol-2-yl}bicyclo[1.1.1]pent-1-yl)-3,4-dihydro-2H-1-benzopyran-2-carboxamide